N-(1-(2,3-Dihydrobenzo[b][1,4]dioxin-5-yl)cyclopropyl)-2-methyl-5-((1-methylazetidin-2-yl)methoxy)benzamide O1C2=C(OCC1)C(=CC=C2)C2(CC2)NC(C2=C(C=CC(=C2)OCC2N(CC2)C)C)=O